5-[2-(4-benzo[d]isothiazol-3-yl-piperazin-1-yl)-ethyl]-2-methyl-5H-pyrazolo[1,5-a]pyrazin-4-one S1N=C(C2=C1C=CC=C2)N2CCN(CC2)CCN2C(C=1N(C=C2)N=C(C1)C)=O